t-butyl-pyrrolidone C(C)(C)(C)N1C(CCC1)=O